1-amino-2-methylbutyl-4,5-dihydro-1,3-thiazole-4-carboxylic acid NC(C(CC)C)C=1SCC(N1)C(=O)O